O1C(=CC=C1)C(=O)O.C1(CC1)N1CCN(CC1)C1=CC(=C(C=C1)NC1=NC=C(C(=N1)NCCCN1C(CCCC1)=O)C(F)(F)F)C 1-(3-((2-((4-(4-cyclopropylpiperazin-1-yl)-2-methylphenyl)amino)-5-(trifluoromethyl)pyrimidin-4-yl)amino)propyl)piperidin-2-one furanoate